O1-benzyl O2-methyl (2S,3R,4S)-4-[tert-butyl(dimethyl)silyl]oxy-3-methyl-pyrrolidine-1,2-dicarboxylate [Si](C)(C)(C(C)(C)C)O[C@H]1[C@@H]([C@H](N(C1)C(=O)OCC1=CC=CC=C1)C(=O)OC)C